N=S(=O)CC1=CC=C(C=C1)OC1=NC=NC2=CC(=CC=C12)OC imino({4-[(7-methoxyquinazolin-4-yl)oxy]phenyl})methyl-λ6-sulfanone